CN(C=1SC2=C(N1)C=CC(=C2)C=2C=C(C=1N(C2)C=C(N1)C)C(F)(F)F)C1CC(NC(C1)(C)C)(C)C N-Methyl-6-[2-methyl-8-(trifluoromethyl)imidazo[1,2-a]pyridin-6-yl]-N-(2,2,6,6-tetramethylpiperidin-4-yl)-1,3-benzothiazol-2-amin